Cl.C(C1=CC=CC=C1)OCC([C@H](C[C@H]1C(NCCC1)=O)NC(=O)[C@H]1NC[C@@]2(CC2(F)F)C1)=O (3S,6S)-N-[(2S)-4-(benzyloxy)-3-oxo-1-[(3S)-2-oxopiperidin-3-yl]butan-2-yl]-1,1-difluoro-5-azaspiro[2.4]heptane-6-carboxamide hydrochloride